N-ethyl-5-fluoro-2-((5-(2-((R)-6-(((S)-1-hydroxy-3-methoxyprop-2-yl)(methyl)amino)-2-methylhex-3-yl)-2,6-diazaspiro[3.4]oct-6-yl)-1,2,4-triazin-6-yl)oxy)-N-isopropylbenzamide C(C)N(C(C1=C(C=CC(=C1)F)OC1=C(N=CN=N1)N1CC2(CN(C2)[C@@H](C(C)C)CCCN(C)[C@@H](CO)COC)CC1)=O)C(C)C